O1C=CC=2C(=NC=CC21)C2=CC=C(C(=O)NC1CCC(CC1)(C(C)C)O)C=C2 4-(furo[3,2-c]pyridin-4-yl)-N-(cis-4-hydroxy-4-isopropylcyclohexyl)benzamide